(R)-8-azaspiro[4.5]decan-1-amine dihydrochloride Cl.Cl.[C@H]1(CCCC12CCNCC2)N